CN1CCC[C@@H]1C2=CN=CC=C2 (+)-nicotine